ClC=1C=C(C=C(C1OC=1C=C2C3(C(NC2=CC1)=O)C(C3)C)Cl)NC(C(=O)O)=O ((3,5-dichloro-4-((2-methyl-2'-oxospiro[cyclopropane-1,3'-indolin]-5'-yl)oxy)phenyl)amino)-2-oxoacetic acid